(7-((3-fluoro-5-(trifluoromethyl)pyridin-2-yl)oxy)-2-azaspiro[3.5]non-2-yl)((1s,3s)-3-hydroxy-3-methylcyclobutyl)methanone FC=1C(=NC=C(C1)C(F)(F)F)OC1CCC2(CN(C2)C(=O)C2CC(C2)(C)O)CC1